N1N=CN=C1C=1C(C=C2N(CCC=3C=CC=NC23)C1)=O 9-(1H-1,2,4-triazol-5-yl)-5,6-dihydro-10H-pyrido[1,2-h][1,7]naphthyridin-10-one